(R)-2-(2-(2,5-Difluorophenyl)pyrrolidin-1-yl)-5-nitro-4-aminopyridine FC1=C(C=C(C=C1)F)[C@@H]1N(CCC1)C1=NC=C(C(=C1)N)[N+](=O)[O-]